titanium bis(2,4-pentanedione) diisopropoxide CC([O-])C.CC([O-])C.CC(CC(C)=O)=O.CC(CC(C)=O)=O.[Ti+2]